N1=C(C=CC=C1)C1=CC=C(C=C1)CN (4-(pyridin-2-yl)phenyl)methanamine